(S)-2-(2,6-Dioxopiperidin-3-yl)-5-(4-(2-(1-(3-(1-methyl-1H-imidazol-4-yl)-4-((4-(trifluoromethyl)benzyl)amino)benzoyl)piperidin-4-yl)ethyl)piperazin-1-yl)isoindoline-1,3-dione O=C1NC(CC[C@@H]1N1C(C2=CC=C(C=C2C1=O)N1CCN(CC1)CCC1CCN(CC1)C(C1=CC(=C(C=C1)NCC1=CC=C(C=C1)C(F)(F)F)C=1N=CN(C1)C)=O)=O)=O